2-methyl-1,4-dichlorobenzene CC1=C(C=CC(=C1)Cl)Cl